3-(cyclopropylmethyl)urea C1(CC1)CNC(N)=O